ClC1=CC=C(C=C1)CC(C)(C)NC=1C=2C(N=C(N1)N1CCN(CC1)C(C)=O)=CN(N2)C(C)C 1-(4-{7-[2-(4-Chloro-phenyl)-1,1-dimethyl-ethylamino]-2-isopropyl-2H-pyrazolo[4,3-d]pyrimidin-5-yl}-piperazin-1-yl)-ethanon